O(C)C([C@H]1NCCC1)(C1=CC=CC=C1)C1=CC=CC=C1 (S)-2-(methoxyldiphenylmethyl)pyrrolidine